NC1=CCCCCCC1 amino-cyclooctene